CC(C)CCC[C@@H](C)[C@H]1C[C@@H](C2=C3CC[C@H]4C[C@H](CC[C@]4(C)[C@H]3CC[C@]12C)O)O 5α-cholest-8(14)-en-3β,15α-diol